OCCNCC(CCCCCCCCCCCC)O 1-[(2-hydroxyethyl)amino]-2-tetradecanol